OC1(CCC2(OCCO2)CC1)C1=CC=C(C=N1)N(C(C)=O)C N-(6-{8-hydroxy-1,4-dioxaspiro[4.5]decan-8-yl}pyridin-3-yl)-N-methylacetamide